N1(N=CC=C1)C1=CC(=NC=N1)NC(C(=O)O)CCN(CCCCC1=NC=2NCCCC2C=C1)C[C@@H](COC)F 2-((6-(1H-pyrazol-1-yl)pyrimidin-4-yl)amino)-4-(((S)-2-fluoro-3-methoxypropyl)(4-(5,6,7,8-tetrahydro-1,8-naphthyridin-2-yl)butyl)amino)butanoic acid